FCC(CF)N1CC=2N=C(N=CC2C1=O)SC 6-(1,3-difluoropropan-2-yl)-2-(methylthio)-6,7-dihydro-5H-pyrrolo[3,4-d]pyrimidin-5-one